BrC1=CC=CC=2NC(NC21)=O 4-bromo-1,3-dihydro-2H-benzo[d]imidazole-2-one